N-(4-(4-amino-7-isopropylimidazo[5,1-f][1,2,4]triazin-5-yl)-3-ethoxy-5-fluorobenzyl)-5-fluoro-2-methoxybenzamide NC1=NC=NN2C1=C(N=C2C(C)C)C2=C(C=C(CNC(C1=C(C=CC(=C1)F)OC)=O)C=C2F)OCC